C(C)OC(=O)[C@H]1C2CCC([C@@H]1NC1=NC(=NN3C1=CC=C3C3CC3)C3=NNC1=NC=C(C=C13)F)CC2 (1R,2S,3S,4R)-3-((7-cyclopropyl-2-(5-fluoro-1H-pyrazolo[3,4-b]pyridin-3-yl)pyrrolo[2,1-f][1,2,4]triazin-4-yl)amino)bicyclo[2.2.2]octane-2-carboxylic acid ethyl ester